cis-2,4-dimethoxy-N-(2-methyl-8'-(2-oxopyrrolidin-1-yl)-4'H-spiro[cyclopropane-1,5'-naphtho[2,1-d]isoxazol]-3'-yl)pyridine-3-sulfonamide COC1=NC=CC(=C1S(=O)(=O)NC1=NOC2=C1CC1(C3=CC=C(C=C32)N3C(CCC3)=O)C(C1)C)OC